3-fluoro-2-(2-((tetrahydro-2H-pyran-2-yl)oxy)ethoxy)pyridine FC=1C(=NC=CC1)OCCOC1OCCCC1